6-(4-aminophenyl)-1-(2,6-difluorobenzyl)-5-((dimethylamino)methyl)-3-(6-methoxypyridazin-3-yl)thieno[2,3-d]pyrimidine-2,4(1H,3H)-dione NC1=CC=C(C=C1)C1=C(C2=C(N(C(N(C2=O)C=2N=NC(=CC2)OC)=O)CC2=C(C=CC=C2F)F)S1)CN(C)C